(2S)-2-({[(9H-fluoren-9-yl)methoxy]carbonyl}amino)propanoic acid hydrate O.C1=CC=CC=2C3=CC=CC=C3C(C12)COC(=O)N[C@H](C(=O)O)C